CN1N=CC(=C1)N1C=CC2=C1N=CNC2=O 7-(1-methyl-1H-pyrazol-4-yl)-3,7-dihydro-4H-pyrrolo[2,3-d]pyrimidin-4-one